FC1=C(C(=CC(=C1)C1=NC(=CN=C1)NCC(C)C)F)N1CC(CC1)CC(=O)O 2-{1-[2,6-difluoro-4-(6-isobutylamino-pyrazin-2-yl)phenyl]pyrrolidin-3-yl}acetic acid